5-(imidazo[1,2-a]pyridin-6-yl)-N-(tetrahydro-2H-pyran-4-yl)pyrrolo[2,1-f][1,2,4]triazin-2-amine N=1C=CN2C1C=CC(=C2)C=2C=CN1N=C(N=CC12)NC1CCOCC1